C(C1=CC=CC=C1)C(C(=O)O)CNC(C(CN(C=O)OCC1=CC=CC=C1)CC1=CC=CC=C1)=O 2-benzyl-3-(2-benzyl-3-(N-(benzyloxy)formamido)propanamido)propanoic acid